2-(((S)-5-((S)-2-(4-chloro-2-fluorophenyl)-2-methylbenzo[d][1,3]dioxol-4-yl)-3,6-dihydro-2H-pyran-2-yl)methyl)-1-(((S)-oxetan-2-yl)methyl)-1H-benzo[d]imidazole-6-carboxylic acid ClC1=CC(=C(C=C1)[C@@]1(OC2=C(O1)C=CC=C2C2=CC[C@H](OC2)CC2=NC1=C(N2C[C@H]2OCC2)C=C(C=C1)C(=O)O)C)F